dodecen-4,8-dien-1-ol C(=CCC=CCCC=CCCC)O